C1(=CC=CC=C1)N(C1=CC=C(C=C1)C1=CC=C(C=C1)C=CC=O)C1=CC=CC=C1 3-(4'-(diphenylamino)-[1,1'-biphenyl]-4-yl)acrolein